CO[C@H]1[C@@H](O[C@@H]([C@H]1O)CO)N1C=NC=2C(O)=NC=NC12.[Sn] tin (2'-O-methyl-inosine)